8,8-dimethyl-2-(5-methyl-1,2-oxazole-3-carbonyl)-7-oxo-2-azaspiro[3.5]non-5-ene-6-carbonitrile CC1(C(C(=CC2(CN(C2)C(=O)C2=NOC(=C2)C)C1)C#N)=O)C